C(C1=CC=CC=C1)N[C@H](C)[C@@H]1OC(OC1)(C)C |o1:8| benzyl-[rel-(1R)-1-[(4S)-2,2-dimethyl-1,3-dioxolan-4-yl]ethyl]amine